4-bromo-6-methyl-7-oxo-N-(1-(trifluoromethyl)cyclopropyl)-6,7-dihydrothieno[2,3-c]pyridine-2-carboxamide BrC=1C2=C(C(N(C1)C)=O)SC(=C2)C(=O)NC2(CC2)C(F)(F)F